4-((2,6-dimethylpyridin-4-yl)((8-methyl-4-oxochroman-7-yl)oxy)methyl)benzonitrile CC1=NC(=CC(=C1)C(C1=CC=C(C#N)C=C1)OC1=CC=C2C(CCOC2=C1C)=O)C